[Ba].COC(CCCCCCCCCCCCCCCCCCCCC)=O behenic acid monomethyl ester barium salt